BrC(=CC1=CC=CC=C1)F β-bromo-β-fluorostyrene